C(C)(C)(C)OCCC(C(=O)OC(C)(C)C)N1C=C2C(=CC1=O)C1=C(CC(OC2)C)C=CC(=C1)Cl tert-Butyl 4-tert-butoxy-2-(11-chloro-7-methyl-2-oxo-7,8-dihydro-2H-[3]benzoxocino[5,6-c]pyridin-3(5H)-yl)butanoate